N1(CCC12COC2)C2=NC1=CC=C(C=C1C=N2)CN2C[C@H](CC2)OC=2C=C1CN(C(C1=CC2)=O)C2C(NC(CC2)=O)=O 3-(5-(((S)-1-((2-(6-Oxa-1-azaspiro[3.3]heptan-1-yl)quinazolin-6-yl)methyl)pyrrolidin-3-yl)oxy)-1-oxoisoindolin-2-yl)piperidine-2,6-dione